N-(3-(tert-butyl)-1-(p-tolyl)-1H-pyrazol-5-yl)-4,5,6,7-tetrahydrothieno[2,3-c]pyridine-3-carboxamide hydrochloride Cl.C(C)(C)(C)C1=NN(C(=C1)NC(=O)C1=CSC=2CNCCC21)C2=CC=C(C=C2)C